C(#N)N1C[C@H]([C@H](C1)C)C=1N=C(SC1C1=CC=CC=C1)C(=O)N ((3S,4R)-1-cyano-4-methylpyrrolidin-3-yl)-5-phenylthiazole-2-carboxamide